CN(C(=O)C=1C=CC=2N(C1)C(=CN2)N2C=NC(=C2)C2=C(C=CC(=C2)C(NC2CC2)=O)C)C 3-[4-(5-Cyclopropylcarbamoyl-2-methyl-phenyl)-imidazol-1-yl]-imidazo[1,2-a]pyridine-6-carboxylic acid dimethylamide